C=C1C(OC(C1)C1=C(C=CC=C1)OC1=CC=CC=C1)=O 3-methylene-5-(2-phenoxyphenyl)dihydrofuran-2(3H)-one